ClC1=CC(=NC(=C1)C(F)F)[C@]1(CC(=NO1)C1=CC(=C(C(=O)NCC(NCC(F)(F)F)=O)C=C1)C)C(F)(F)F |o1:10| rel-(R)-4-(5-(4-chloro-6-(difluoromethyl)pyridin-2-yl)-5-(trifluoromethyl)-4,5-dihydroisoxazol-3-yl)-2-methyl-N-(2-oxo-2-((2,2,2-trifluoroethyl)amino)ethyl)benzamide